1,2,3,4-butanetetracarboxylic acid, 1,2,2,6,6-pentamethylpiperidin-4-yltridecyl ester C(C(C(CC(=O)[O-])C(=O)[O-])C(=O)[O-])C(=O)OCCCCCCCCCCCCCC1CC(N(C(C1)(C)C)C)(C)C